B(O)(O)O.[NH4+] ammonium boric acid